tert-butyl 5-acetamido-3-(4-cyclopropyl-6-(methylsulfanyl) pyridin-2-yl)-1H-pyrrolo[2,3-c]pyridine-1-carboxylate C(C)(=O)NC=1C=C2C(=CN1)N(C=C2C2=NC(=CC(=C2)C2CC2)SC)C(=O)OC(C)(C)C